rel-(S)-4-(5-(6-fluoro-4-(trifluoromethyl)pyridin-2-yl)-5-(trifluoromethyl)-4,5-dihydroisoxazol-3-yl)-2-methyl-N-(2-oxo-2-((2,2,2-trifluoroethyl)amino)ethyl)benzamide FC1=CC(=CC(=N1)[C@@]1(CC(=NO1)C1=CC(=C(C(=O)NCC(NCC(F)(F)F)=O)C=C1)C)C(F)(F)F)C(F)(F)F |o1:7|